N[C@@H](CO)C(=O)N (S)-serinamide